O1CCN(CC1)[C@@H]1CC[C@H](CC1)NC=1C2=C(N=CN1)NC=C2C2=CC=1N(C=C2)N=CC1C(=O)NC1CCOCC1 5-(4-((trans-4-morpholinocyclohexyl)amino)-7H-pyrrolo[2,3-d]pyrimidin-5-yl)-N-(tetrahydro-2H-pyran-4-yl)pyrazolo[1,5-a]pyridine-3-carboxamide